1-heptyl 21-(tridecan-7-yl) 11-azidohenicosanedioate N(=[N+]=[N-])C(CCCCCCCCCC(=O)OCCCCCCC)CCCCCCCCCC(=O)OC(CCCCCC)CCCCCC